C(CCCCCCCCCCCCCCCCCCC)OC(C(C)Cl)=O.OCC(C=O)C1=CC=C(C=C1)C=1C=NN(C1)C 3-hydroxy-2-(4-(1-methyl-1H-pyrazol-4-yl)phenyl)propan-1-one eicosyl-2-chloropropionate